C(C)N1C(CN(CC1)C)C(=O)OC methyl 1-(ethyl)-4-methylpiperazine-2-carboxylate